C(C1=CC=CC=C1)N(C(=O)C=1C(=C2C3C(C(OC2=CC1CCCCC)(C)C)CCC(=C3)C)O)C N-benzyl-1-hydroxy-N,6,6,9-tetramethyl-3-pentyl-6a,7,8,10a-tetrahydro-6H-benzo[c]chromene-2-carboxamide